NC1=NC=2C=CC=CC2C2=C1N=C(N2CC(C)C)CNCC 1-(4-Amino-2-ethylaminomethylimidazo[4,5-c]quinolin-1-yl)-2-methylpropan